(1S,3aS,6aR)-N-((S)-1-cyano-2-((S)-2-oxopiperidin-3-yl)ethyl)-2-(4-fluoro-6-methyl-7-chloro-1H-indole-2-carbonyl)-5,5-difluorooctahydrocyclopenta[c]pyrrole-1-carboxamide C(#N)[C@H](C[C@H]1C(NCCC1)=O)NC(=O)[C@H]1N(C[C@@H]2[C@H]1CC(C2)(F)F)C(=O)C=2NC1=C(C(=CC(=C1C2)F)C)Cl